FC=1C=C(C=C(C1)OC1=NC=C(C=C1)C(F)(F)F)NC(=O)[C@H]1N(C(NC1)=O)C (S)-N-(3-Fluoro-5-((5-(trifluoromethyl)pyridin-2-yl)oxy)phenyl)-3-methyl-2-oxoimidazolidine-4-carboxamide